C(C)(C)(C)C1=CC=C(C(=O)N2C(C(NC3=CC=CC=C23)=O)CCC)C=C1 4-(4-(tert-butyl)benzoyl)-3-propyl-3,4-dihydroquinoxalin-2(1H)-one